ClC=1C=C(C=CC1Cl)COC1=C(C=C(C=O)C=C1C)OC 4-[(3,4-dichlorophenyl)methoxy]-3-methoxy-5-methylbenzaldehyde